7-[[5-(4-methylpiperazin-1-yl)-2-pyridyl]amino]-4-(2-methyl-1H-pyrrolo[2,3-b]pyridin-4-yl)-2,3-dihydropyrrolo[3,4-c]pyridin-1-one CN1CCN(CC1)C=1C=CC(=NC1)NC=1C2=C(C(=NC1)C1=C3C(=NC=C1)NC(=C3)C)CNC2=O